1-methoxy-7-methyl-6,7-dihydro-5H-cyclopenta[c]pyridin-4-ol COC1=NC=C(C2=C1C(CC2)C)O